hydroxybenzeneamide OC1=C(C=CC=C1)C(=O)N